tetrabutylammonium tert-butyl-(2S,4R)-4-cyclopropylmethyl-2-[(2-{[(2S,5R)-7-oxo-6-(sulfooxy)-1,6-diazabicyclo[3.2.1]oct-2-yl]carbonyl}hydrazinyl)carbonyl]piperidine-1-carboxylate C(C)(C)(C)OC(=O)N1[C@@H](C[C@@H](CC1)CC1CC1)C(=O)NNC(=O)[C@H]1N2C(N([C@H](CC1)C2)OS(=O)(=O)O)=O.C(CCC)[N+](CCCC)(CCCC)CCCC